FC(S(=O)(=O)OC=1C=CC=2C3=C(C(N(C2C1)C=1C(=NC=CC1)C)=O)N=C(N3C)CC3=CC=C(C=C3)OC)(F)F (4-methoxybenzyl)-1-methyl-5-(2-methylpyridin-3-yl)-4-oxo-4,5-dihydro-1H-imidazo[4,5-c]quinolin-7-yl trifluoromethanesulfonate